C(#N)C[C@@H]1N(CCN(C1)C1=NC(=NC=2CN(CCCC21)C2=C(C=CC=C2C)F)OC[C@H]2N(CCC2)C)C(=O)OC(C)(C)C tert-butyl (2S)-2-(cyanomethyl)-4-[8-(2-fluoro-6-methylphenyl)-2-[[(2S)-1-methylpyrrolidin-2-yl]methoxy]-5,6,7,9-tetrahydropyrimido[4,5-c]azepin-4-yl]piperazine-1-carboxylate